5,6-dimethyl-2-bromo-1-indanol CC=1C=C2CC(C(C2=CC1C)O)Br